(2-Cyclopropyl-1,1,1-trifluoropropan-2-yl)hydrazine C1(CC1)C(C(F)(F)F)(C)NN